FCC12CC(C1)(C2)NC(OC2=CC=CC=C2)=O phenyl (3-(fluoromethyl)bicyclo[1.1.1]pentan-1-yl)carbamate